(3aR,7aR)-octahydro-3H-pyrrolo[3,4-c]pyridin-3-one C1NC([C@H]2CNCC[C@H]21)=O